(R)-2-bromo-2-chlorophenyl-ethanol BrC1(C(C=CC=C1)[C@@H](C)O)Cl